BrC=1C=C(C=CC1)/C=C/C(=O)C1=C(C=C(C=C1OC)OC)O (E)-3-(3-Bromophenyl)-1-(2-hydroxy-4,6-dimethoxyphenyl)prop-2-en-1-one